C1(CC1)C1=C(C=C(C=C1)C(NC(=O)C1N(CC(C1)F)C(CN1C(OCC1)=O)=O)C1=CC=CC=C1)F N-[(4-cyclopropyl-3-fluorophenyl)(phenyl)methyl]-4-fluoro-1-[2-(2-oxo-1,3-oxazolidin-3-yl)acetyl]pyrrolidine-2-carboxamide